1-boc-azetidine-3-carboxylic acid C(=O)(OC(C)(C)C)N1CC(C1)C(=O)O